C(C)OC(=O)C=1C(=NN(C1Br)CCCC(CC)=O)Br 3,5-dibromo-1-(4-oxohexyl)pyrazole-4-carboxylic acid ethyl ester